C(CCCCCCC)=O 1-OCTANAL